(4,6-dihydroxy-3'-isopropyl-[1,1'-biphenyl]-3-yl)-N-ethyl-4-(4-((4-methyl-1,4-diazepan-1-yl)methyl)phenyl)isoxazole-3-carboxamide OC1=C(C=C(C(=C1)O)C1=CC(=CC=C1)C(C)C)C1=C(C(=NO1)C(=O)NCC)C1=CC=C(C=C1)CN1CCN(CCC1)C